1-(Phenylsulfonyl)-5-(3-(4-(prop-2-yn-1-yl)piperazin-1-yl)propoxy)-1H-indole-2-carbohydrazide C1(=CC=CC=C1)S(=O)(=O)N1C(=CC2=CC(=CC=C12)OCCCN1CCN(CC1)CC#C)C(=O)NN